COC1=CC=C(CN2C(C3=CC=C(C=C3C2=O)C(=O)NC)C2=C(C=CC=C2)C)C=C1 2-(4-methoxybenzyl)-N-methyl-3-oxo-1-(o-tolyl)isoindoline-5-carboxamide